CNC(=O)C1CC2=CC=CC=C2C1 N-methyl-2,3-dihydro-1H-indene-2-carboxamide